FC1(C(CN(CC1)[C@H](C(=O)NC=1N=C(N(C1)CC1=CC(=CC(=C1)F)F)C(F)F)C)C=1C=NC(=C(C1)CO)OC)F (2S)-2-(4,4-difluoro-3-(5-(hydroxymethyl)-6-methoxypyridin-3-yl)piperidin-1-yl)-N-(1-(3,5-difluorobenzyl)-2-(difluoromethyl)-1H-imidazol-4-yl)propanamide